FC1=CC=C(C=C1)C=1C=C2C=CC(=CC2=CC1)CO (6-(4-fluorophenyl)naphthalen-2-yl)methanol